(±)-Diethyl 2-(1-(4-(tert-butoxycarbonyl)morpholin-3-yl)ethyl)malonate C(C)(C)(C)OC(=O)N1C(COCC1)C(C)C(C(=O)OCC)C(=O)OCC